tert-butyl 3-(2-((1-(((tert-butyldimethylsilyl)oxy)methyl)-2,2-difluorocyclopropyl)methoxy)-6,8-difluoro-5-methoxyquinazolin-4-yl)-3,8-diazabicyclo[3.2.1]octane-8-carboxylate [Si](C)(C)(C(C)(C)C)OCC1(C(C1)(F)F)COC1=NC2=C(C=C(C(=C2C(=N1)N1CC2CCC(C1)N2C(=O)OC(C)(C)C)OC)F)F